ClC1=CC=C(CC2C(N(C3CC23)C(=O)OC(C)(C)C)=O)C=C1 Tert-butyl 4-(4-chlorobenzyl)-3-oxo-2-azabicyclo[3.1.0]hexane-2-carboxylate